Trans-2-(2,6-dioxopiperidin-3-yl)-5-fluoro-6-(4-((1-((1S)-2-fluoro-1-hydroxy-7-(methylsulfonyl)-2,3-dihydro-1H-inden-4-yl)piperidin-4-yl)methyl)piperazin-1-yl)isoindoline-1,3-dione O=C1NC(CCC1N1C(C2=CC(=C(C=C2C1=O)F)N1CCN(CC1)CC1CCN(CC1)C1=C2C[C@@H]([C@H](C2=C(C=C1)S(=O)(=O)C)O)F)=O)=O